tert-butyl 4-[4-[(2,6-dioxo-3-piperidyl)amino]-2-methyl-phenyl]piperidine-1-carboxylate O=C1NC(CCC1NC1=CC(=C(C=C1)C1CCN(CC1)C(=O)OC(C)(C)C)C)=O